O=C1NCC[C@@H]1CCCC(=O)[O-] 4-[(3S)-2-oxopyrrolidin-3-yl]butanoate